1-((S)-1-(3,3,4,4,4-pentafluorobutyl)pyrrolidin-3-yl)imidazo[4,5-d]Pyrrole FC(CCN1C[C@H](CC1)N1C=NC2=C1C=CN2)(C(F)(F)F)F